naphtho[2,3-b:6,7-b']Bis-benzofuran C1=CC=CC2=C1C1=C(O2)C=C2C=C3C(OC4=C3C=CC=C4)=CC2=C1